Chloro-benzol ClC1=CC=CC=C1